1-(2-chlorophenyl)-2-((2-methoxyphenyl)amino)ethanol ClC1=C(C=CC=C1)C(CNC1=C(C=CC=C1)OC)O